3-{[4-(piperazin-1-yl)phenyl]amino}piperidine-2,6-dione N1(CCNCC1)C1=CC=C(C=C1)NC1C(NC(CC1)=O)=O